FC(C1=NN=C(S1)C1=CN=C2N1C=C(C=C2N2C[C@@H](OC[C@@H]2C)COC)S(=O)(=O)NC2(COC2)C)F 3-(5-(difluoromethyl)-1,3,4-thiadiazol-2-yl)-8-((2R,5S)-2-(methoxymethyl)-5-methylmorpholino)-N-(3-methyloxetan-3-yl)imidazo[1,2-a]pyridine-6-sulfonamide